O=C1C(=NC2=CC=CC=C2N1CC1=NC=CC=C1C(F)(F)F)C1CCN(CC1)C(=O)OC(C)(C)C tert-butyl 4-(3-oxo-4-((3-(trifluoromethyl)pyridin-2-yl)methyl)-3,4-dihydroquinoxalin-2-yl)piperidine-1-carboxylate